C(C1=CC=CC=C1)OC=1C(=NC=CC1)C(=O)N[C@@H](C(=O)OCC)[C@H]1CC[C@@H](N1C)C(=O)OC(C)(C)C (2R,5R)-tert-butyl 5-((R)-1-(3-(benzyloxy)picolinamido)-2-ethoxy-2-oxoethyl)-1-methylpyrrolidine-2-carboxylate